2-(pyridin-2-yloxy)acetamide hydrochloride Cl.N1=C(C=CC=C1)OCC(=O)N